(R)-7,8-Dichloro-10-((2-methoxyethyl)amino)-1-methyl-3,4,5,6-tetrahydroazepino[4,5-b]indol-2(1H)-one ClC1=C(C=C(C=2C3=C(NC12)CCNC([C@@H]3C)=O)NCCOC)Cl